S-Benzyl-Glutathione C(C1=CC=CC=C1)SC[C@H](NC(CC[C@H](N)C(=O)O)=O)C(=O)NCC(=O)O